((S)-3-cyclohexyl-1-oxo-1-(((S)-1-oxo-3-((S)-2-oxopyrrolidin-3-yl)propan-2-yl)amino)propan-2-yl)carbamate C1(CCCCC1)C[C@@H](C(N[C@H](C=O)C[C@H]1C(NCC1)=O)=O)NC([O-])=O